C1(CCCCC1)C(C#N)=C cyclohexylacrylonitrile